ethyl (3-(1-(pyridin-3-ylmethyl)-1H-pyrazol-3-yl)-[1,1'-biphenyl]-4-yl)glycinate N1=CC(=CC=C1)CN1N=C(C=C1)C=1C=C(C=CC1NCC(=O)OCC)C1=CC=CC=C1